tert-butyl (R)-2-(((tert-butyldiphenylsilyl)oxy)methyl)-4-oxopyrrolidine-1-carboxylate [Si](C1=CC=CC=C1)(C1=CC=CC=C1)(C(C)(C)C)OC[C@@H]1N(CC(C1)=O)C(=O)OC(C)(C)C